((8-(1H-indol-3-yl) imidazo[1,2-b]pyridazin-6-yl) amino) piperidine-1-carboxylate N1(CCCCC1)C(=O)ONC=1C=C(C=2N(N1)C=CN2)C2=CNC1=CC=CC=C21